(S)-6-(3-methoxypyrrolidin-1-yl)-2-phenylpyrimidine-4-carboxylic acid sodium salt [Na+].CO[C@@H]1CN(CC1)C1=CC(=NC(=N1)C1=CC=CC=C1)C(=O)[O-]